tert-butyl N-[1-[3-(2,6-dioxo-3-piperidyl)-1-methyl-indazol-6-yl]-4-piperidyl]carbamate O=C1NC(CCC1C1=NN(C2=CC(=CC=C12)N1CCC(CC1)NC(OC(C)(C)C)=O)C)=O